N2,N2-bis(4-methoxybenzyl)-N4-((5-(pyrrolidin-1-ylmethyl)thiophen-2-yl)methyl)quinoline-2,3,4-triamine COC1=CC=C(CN(C2=NC3=CC=CC=C3C(=C2N)NCC=2SC(=CC2)CN2CCCC2)CC2=CC=C(C=C2)OC)C=C1